2,2-DIMETHYL-PENTANE CC(C)(CCC)C